tri(fluoroisopropyl)silane FC(C)(C)[SiH](C(C)(C)F)C(C)(C)F